ClC1=CC=C(C=N1)N1N=CC=CC1=O 2-(6-chloropyridin-3-yl)pyridazin-3(2H)one